(1R,2R,3S,4R,5S)-N-(3,4-dichlorophenyl)-5-fluoro-3-(2-methoxypyridin-4-yl)-7-oxabicyclo[2.2.1]Heptane-2-carboxamide ClC=1C=C(C=CC1Cl)NC(=O)[C@H]1[C@H]2C[C@@H]([C@@H]([C@@H]1C1=CC(=NC=C1)OC)O2)F